(R)-N-(2-(3-((5-cyano-4-methoxypyrimidin-2-yl)amino)piperidin-1-yl)-1-methyl-1H-benzo[d]imidazol-5-yl)acrylamide C(#N)C=1C(=NC(=NC1)N[C@H]1CN(CCC1)C1=NC2=C(N1C)C=CC(=C2)NC(C=C)=O)OC